5-chloro-4-iodo-6-(trifluoromethyl)pyridin-2-amine ClC=1C(=CC(=NC1C(F)(F)F)N)I